(3S)-3-{[1-(cyclopropylmethyl)-5-(2,6-dimethoxyphenyl)-1H-pyrazol-3-yl]formamido}-5-methylhexanoic acid C1(CC1)CN1N=C(C=C1C1=C(C=CC=C1OC)OC)C(=O)N[C@H](CC(=O)O)CC(C)C